C1(CC1)C1=C(C=C2C(=NC(=NC2=C1)C)N[C@H](C)C1=C(C(=CC=C1)C(F)F)F)OC (R)-7-cyclopropyl-N-(1-(3-(difluoromethyl)-2-fluorophenyl)ethyl)-6-methoxy-2-methyl-quinazolin-4-amine